2-morpholinoethyl (R)-7-(3-((tert-butoxycarbonyl)amino)-4-(2,4,5-trifluorophenyl)butanoyl)-3-(trifluoromethyl)-5,6,7,8-tetrahydroimidazo[1,5-a]pyrazine-1-carboxylate C(C)(C)(C)OC(=O)N[C@@H](CC(=O)N1CC=2N(CC1)C(=NC2C(=O)OCCN2CCOCC2)C(F)(F)F)CC2=C(C=C(C(=C2)F)F)F